CS(=O)(=O)NC=1C=C(C=CC1)NC(=O)C=1SC=C(C1)C1=C(C(=CC=C1)OC)C N-(3-methanesulfonamidophenyl)-4-(3-methoxy-2-methylphenyl)thiophene-2-carboxamide